diallyl-methyl-naphthyl-silane C(C=C)[Si](C1=CC=CC2=CC=CC=C12)(C)CC=C